C(C)(C)(C)OC(=O)N1CC2(C1)CC(C2)N2N=CC(=C2)C#CC=2C=C1CN(C(C1=CC2)=O)C2C(NC(CC2)=O)=O tert-butyl-6-(4-((2-(2,6-dioxopiperidin-3-yl)-1-oxoisoindolin-5-yl) ethynyl)-1H-pyrazol-1-yl)-2-azaspiro[3.3]heptane-2-carboxylate